N-caproyl-histidine C(CCCCC)(=O)N[C@@H](CC1=CNC=N1)C(=O)O